4-bromo-5-(difluoromethyl)-6-fluoro-N,N-dimethyl-1H-indazol-7-amine BrC1=C2C=NNC2=C(C(=C1C(F)F)F)N(C)C